4-(5-Methoxy-2-(1-methyl-1H-pyrazol-4-yl)-4-nitrophenyl)-3,6-dihydropyridine-1(2H)-carboxylate COC=1C(=CC(=C(C1)C=1CCN(CC1)C(=O)[O-])C=1C=NN(C1)C)[N+](=O)[O-]